(3Ar,5s,6as)-N-(6-morpholinopyridazin-3-yl)-2-((tetrahydro-2H-pyran-4-yl)methyl)octahydrocyclopenta[c]pyrrol-5-amine O1CCN(CC1)C1=CC=C(N=N1)NC1C[C@@H]2[C@@H](CN(C2)CC2CCOCC2)C1